F[C@H]1CN(CC[C@H]1NC1=CC=CN2C(=C(C=C12)C1=NOC(=N1)CNC(C1=CC=C(C=C1)S(=O)(=O)C)=O)SC(F)(F)F)C N-{[3-(8-{[(3S,4R)-3-fluoro-1-methylpiperidin-4-yl]amino}-3-[(trifluoromethyl)sulfanyl]indolizin-2-yl)-1,2,4-oxadiazol-5-yl]methyl}-4-methanesulfonylbenzamide